4-(3,5-dimethoxyphenylethynyl)-7H-pyrrolo[2,3-d]pyrimidine COC=1C=C(C=C(C1)OC)C#CC=1C2=C(N=CN1)NC=C2